(2aS,4S,6aS,6bS,8aS,8bS,9aS,10aS,10bR)-4-ethyl-8b-((R)-6-hydroxy-6-methylheptan-2-yl)-6a,8a-dimethyloctadecahydrocyclopropa[3,4]cyclopenta[1,2-a]phenanthren-4-ol C(C)[C@]1(C2C3CC[C@@]4([C@@]([C@@]3(CC[C@@H]2CCC1)[C@H](C)CCCC(C)(C)O)(CC1[C@@H]4C1)C)C)O